Cl.C(CCCCCCCCCCCCCCC)N(C1=CC=CC=C1)CCCCCCCCCCCCCCCC N,N-dihexadecylaniline hydrochloride